C(=O)[C@H]1OCCN(C1)C1=CC=C(N=N1)C(=O)N 6-((S)-2-formylmorpholino)pyridazine-3-carboxamide